tetraethoxytetraethoxysilane C(C)OC(C(OCC)(OCC)OCC)O[Si](OCC)(OCC)OCC